9-(6-chloropyrimidin-4-yl)-4-(4-((4,4-dimethylpiperidin-1-yl)methyl)phenyl)-1,4,9-triazaspiro[5.5]undecan-2-one ClC1=CC(=NC=N1)N1CCC2(CN(CC(N2)=O)C2=CC=C(C=C2)CN2CCC(CC2)(C)C)CC1